triheptylsilane C(CCCCCC)[SiH](CCCCCCC)CCCCCCC